FC1=C(C(=CC=C1)F)P(N(P1[C@@H](CC[C@H]1C1=CC=CC=C1)C1=CC=CC=C1)CCCC)C1=C(C=CC=C1F)F (2S,5S)-N-(bis(2,6-difluorophenyl)phosphanyl)-N-butyl-2,5-diphenylphospholan-1-amine